C(C)(C)OC1=C(C=C2C=NNC2=C1)N 6-Isopropoxy-1H-indazol-5-amin